1-benzyl-4-(4-(4,4,5,5-tetramethyl-1,3,2-dioxaborolan-2-yl)phenyl)-1H-1,2,3-triazole C(C1=CC=CC=C1)N1N=NC(=C1)C1=CC=C(C=C1)B1OC(C(O1)(C)C)(C)C